2-(4-fluorophenyl)-4-(3-tetrahydrofuryl-methyl)-thieno[2,3-d]pyridazine-7-carboxamide FC1=CC=C(C=C1)C1=CC=2C(=C(N=NC2CC2COCC2)C(=O)N)S1